1-(azetidin-3-ylmethyl)pyrrolidine N1CC(C1)CN1CCCC1